P([O-])([O-])([O-])=O.[Li+].[Li+].[Li+] lithium phosphorate